ClC1=CC=C(C=C1)CCC(=O)N(C1=C(C(=NN1)C1=CC=NC=C1)C)C(CCC1=CC=C(C=C1)Cl)=O 3-(4-Chlorophenyl)-N-(3-(4-chlorophenyl)propanoyl)-N-(4-methyl-3-(pyridin-4-yl)-1H-pyrazol-5-yl)propanamide